6-chloro-1-methyl-1H-pyrrolo[2,3-b]Pyridine-3-carboxylic acid methyl ester COC(=O)C1=CN(C2=NC(=CC=C21)Cl)C